ClC=1C=C(C(=C(C1)O)C1=CC=C2C(=N1)N=C(O2)C2=NC1=NC=CC=C1CC2)C 5-Chloro-2-[2-(3,4-dihydro-naphthyridin-2-yl)oxazolo[4,5-b]pyridin-5-yl]-3-methyl-phenol